FC(C1=NC(=NO1)C=1C=NC(=NC1)COC1=NC2=CC=CC=C2C=C1)(F)F 2-({5-[5-(trifluoromethyl)-1,2,4-oxadiazol-3-yl]pyrimidin-2-yl}methoxy)quinoline